(R)-2-(((S)-1,1,1-trifluoropropan-2-yl)oxy)propanoic acid FC([C@H](C)O[C@@H](C(=O)O)C)(F)F